FC(C(=O)O)(F)F.N[C@H](C)C=1C(=C(C=CC1)C([C@](C)(O)C1CC1)(F)F)F |&1:17| (2RS)-1-{3-[(1R)-1-aminoethyl]-2-fluorophenyl}-2-cyclopropyl-1,1-difluoropropan-2-ol trifluoroacetic acid salt